FC1=C(C=C(OC2=CC=C(C=C2)NC(OCC=2C(=C3C(N(CC3=CC2)C2C(NC(CC2)=O)=O)=O)OC)=O)C=C1)C [2-(2,6-dioxopiperidin-3-yl)-4-methoxy-3-oxo-2,3-dihydro-1H-isoindol-5-yl]methyl N-[4-(4-fluoro-3-methylphenoxy)phenyl]carbamate